phenylmethyleneimidazole C1(=CC=CC=C1)C=C1N=CC=N1